N(=C=O)CC=1C=C(C=CC1)N1C(N(C1=O)C1=CC(=CC=C1)CN=C=O)=O 1,3-bis(3-isocyanatomethylphenyl)-1,3-diazetidine-2,4-dione